O1C=C(C=C1)C=1C=C2C=CC=NC2=C2C1C=CC=C2 6-(3-furyl)benzo[h]quinoline